C(C)(C)(C)N1C(C=2C(CC1)=NN(C2)CC(CN2C(C1=CC=CC=C1C2=O)=O)=CF)=O 2-(2-((5-(tert-butyl)-4-oxo-4,5,6,7-tetrahydro-2H-pyrazolo[4,3-c]pyridin-2-yl)methyl)-3-fluoroallyl)isoindoline-1,3-dione